N-(3-(trifluoromethyl)phenyl)acetamide FC(C=1C=C(C=CC1)NC(C)=O)(F)F